4-(4-bromo-2-oxo-2,3-dihydro-1H-1,3-benzodiazol-1-yl)-N-(3,4,5-trimethoxyphenyl)cyclohexane-1-carboxamide BrC1=CC=CC=2N(C(NC21)=O)C2CCC(CC2)C(=O)NC2=CC(=C(C(=C2)OC)OC)OC